C(C)(=O)C1=NN(C2=CC=C(C=C12)C=1C=NC(=NC1)C)CC(=O)C12C(NCC2C1)C(=O)NC1=NC(=CC=C1)Br (2-(3-acetyl-5-(2-methylpyrimidin-5-yl)-1H-indazol-1-yl)acetyl)-N-(6-bromopyridin-2-yl)-3-azabicyclo[3.1.0]hexane-2-carboxamide